(S)-alanine methyl ester hydrochloride Cl.COC([C@@H](N)C)=O